C1(CC1)C[C@H]1N(CCC(C1)C1=CC2=C(N(C(=N2)C2=CC=C(C=C2)S(=O)(=O)C)C)C=C1F)C1CCNCC1 5-(r-(cyclopropylmethyl)-[1,4'-bipiperidin]-4-yl)-6-fluoro-1-methyl-2-(4-(methylsulfonyl)phenyl)-1H-benzo[d]imidazole